C(C)C(C(=O)[O-])CCCC.[Zn+2].C(C)C(C(=O)[O-])CCCC zinc (II) 2-ethylhexanoate